NS(=O)(=O)NC1CCN(CC1)C1=C(C=C(C=C1)F)NC(=O)C=1N=C(C=2N(C1)C=CN2)C2=C(C=CC=C2)OC N-(2-{4-[(aminosulfonyl)amino]hexahydropyridin-1-yl}-5-fluorophenyl)-8-(2-methoxyphenyl)imidazo[3,2-a]pyrazine-6-carboxamide